C(C)(C)(C)C=1SC(=CN1)C(=O)NC1=C(C=C(C(=C1)C=1C=C(C=2N(C1)C=CN2)N2CCOCC2)C)F 2-Tert-butyl-N-{2-fluoro-4-methyl-5-[8-(morpholin-4-yl)imidazo[1,2-a]pyridin-6-yl]phenyl}-1,3-thiazole-5-carboxamide